3-((7-(5-methyl-1,2,4-oxadiazol-3-yl)isoquinolin-1-yl)amino)propanoic acid CC1=NC(=NO1)C1=CC=C2C=CN=C(C2=C1)NCCC(=O)O